2'-amino-[1,1'-binaphthalene]-2-yl trifluoromethanesulfonate FC(S(=O)(=O)OC1=C(C2=CC=CC=C2C=C1)C1=C(C=CC2=CC=CC=C12)N)(F)F